(2-diethylamino-ethyl)-4-[5-methyl-4-(2-oxo-2,3-dihydro-benzooxazol-5-ylamino)-pyrimidin-2-ylamino]-benzamide C(C)N(CCC1=C(C(=O)N)C=CC(=C1)NC1=NC=C(C(=N1)NC=1C=CC2=C(NC(O2)=O)C1)C)CC